CC(CCOC1=CC2=CC=CC=C2C=C1)CCC=C(CC)C 2-((3,7-dimethylnon-6-en-1-yl)oxy)naphthalene